tert-butyl (1-(6-(2-((1-(cyclopropylsulfonyl)piperidin-4-yl)amino)-5-fluoropyridin-4-yl)-8-fluoroquinolin-4-yl)ethyl)carbamate C1(CC1)S(=O)(=O)N1CCC(CC1)NC1=NC=C(C(=C1)C=1C=C2C(=CC=NC2=C(C1)F)C(C)NC(OC(C)(C)C)=O)F